2,4-bis(trifluoromethyl)-6-(2-oxoimidazolidin-1-yl)phenyl (5-chloro-2,4-difluorophenyl)(methyl)carbamate ClC=1C(=CC(=C(C1)N(C(OC1=C(C=C(C=C1N1C(NCC1)=O)C(F)(F)F)C(F)(F)F)=O)C)F)F